FC(CC(=O)NC1=NC=C(N=C1)C1=NC(=NC=C1)NC=1C=NN(C1)C)(F)F 3,3,3-trifluoro-N-(5-(2-((1-methyl-1H-pyrazol-4-yl)amino)pyrimidin-4-yl)pyrazin-2-yl)propanamide